CC(COCC1OC1)(C)C1OCC2(CO1)COC(OC2)C(COCC2OC2)(C)C 3,9-bis[2-methyl-1-(oxiran-2-ylmethoxy)prop-2-yl]-2,4,8,10-tetraoxaspiro[5.5]undecane